C([C@@H](C)O)O |r| (RS)-1,2-propanediol